COC(=O)C=1OC(=NN1)C1=CC(=CC=C1)OC 5-(3-methoxyphenyl)-1,3,4-oxadiazole-2-carboxylic acid methyl ester